C(C1CO1)N1CN=CN=C1 5-(2,3-epoxypropyl)-1,3,5-triazine